O,N-dimethylhydroxylamine HCl CNOC.Cl